(3-fluoro-4-((1-isopropyl-2-keto-2,3-dihydro-1H-imidazo[4,5-b]pyridin-7-yl)oxy)phenyl)-1-(3-methoxypyridin-2-yl)-5-(trifluoromethyl)-1H-pyrazole-4-carboxamide FC=1C=C(C=CC1OC1=C2C(=NC=C1)NC(N2C(C)C)=O)C2=NN(C(=C2C(=O)N)C(F)(F)F)C2=NC=CC=C2OC